N-{4-[4-(trifluoromethoxy)piperidin-1-yl]phenyl}-5H,6H,7H,8H-pyrido[3,4-d]pyrimidin-2-amine FC(OC1CCN(CC1)C1=CC=C(C=C1)NC=1N=CC2=C(N1)CNCC2)(F)F